OC(C(=O)O)C=C hydroxy-3-butenoic acid